propan-2-yl 5-[2-fluoro-5-[[6-oxo-4-(trifluoromethyl)-1H-pyridine-3-carbonyl]amino]-4-[(3R-5S)-3,4,5-trimethylpiperazin-1-yl]phenyl]-3,6-dihydro-2H-pyridine-1-carboxylate FC1=C(C=C(C(=C1)N1C[C@H](N([C@H](C1)C)C)C)NC(=O)C1=CNC(C=C1C(F)(F)F)=O)C1=CCCN(C1)C(=O)OC(C)C